CN(C(CCCCCCCCC1C(C1)CCCCCC(=O)OCC)CCCCCCCCC)C ethyl 6-{2-[9-(dimethylamino)octadecyl]cyclopropyl}hexanoate